(2-chloro-3-pyridyl)-[4-(2-tricyclo[9.4.0.03,8]pentadeca-1(11),3(8),4,6,12,14-hexaenyl)piperazin-1-yl]methanone ClC1=NC=CC=C1C(=O)N1CCN(CC1)C1C=2C=CC=CC2CCC=2C=CC=CC12